C[C@@H]1O[C@@H](CN(C1)C=1C(N(N=C(C1)C1=NNC2=CC=C(C=C12)OC1(CC1)C)C)=O)C 4-((2S,6R)-2,6-dimethylmorpholino)-2-methyl-6-(5-(1-methylcyclopropoxy)-1H-indazol-3-yl)pyridazin-3(2H)-one